(3R,4S,5R,6R)-3,4,5-tris(benzyloxy)-6-(benzyloxymethyl)-2-ethynyl-tetrahydro-2H-pyran-2-ol C(C1=CC=CC=C1)O[C@H]1C(O[C@@H]([C@H]([C@@H]1OCC1=CC=CC=C1)OCC1=CC=CC=C1)COCC1=CC=CC=C1)(O)C#C